6-diethylamino-1,2,3,4-tetraoxazinate C(C)N(C1(NOOOO1)C(=O)[O-])CC